[Na+].O1C(=CC=C1)C(=O)[O-] furoic acid sodium salt